6-(3-(1H-tetrazol-5-yl)phenyl)-N-(3-chloro-4-fluorophenyl)quinazolin-4-amine N1N=NN=C1C=1C=C(C=CC1)C=1C=C2C(=NC=NC2=CC1)NC1=CC(=C(C=C1)F)Cl